The molecule is a 3beta-sterol that is campesterol in which position 22 has been dehydrogenated to introduce a double bond. It is a phytosterol found in marine algae, mussels, crinoids, mites and plants. It has a role as an algal metabolite, a biomarker, a plant metabolite, an animal metabolite and a marine metabolite. It is a 3beta-sterol, an ergostanoid and a member of phytosterols. It derives from a campesterol. C[C@H](/C=C/[C@@H](C)C(C)C)[C@H]1CC[C@@H]2[C@@]1(CC[C@H]3[C@H]2CC=C4[C@@]3(CC[C@@H](C4)O)C)C